COC1=CC=C(CN2N=CC(=C(C2=O)C(F)(F)F)NCCCOCC(=O)O)C=C1 2-(((1-(4-methoxybenzyl)-6-oxo-5-(trifluoromethyl)-1,6-dihydropyridazin-4-yl)amino)propoxy)acetic acid